bis-(p-nitro-phenyl) carbonate C(OC1=CC=C(C=C1)[N+](=O)[O-])(OC1=CC=C(C=C1)[N+](=O)[O-])=O